COCCOC=1C=NC=CC1CN 1-[3-(2-methoxyethoxy)pyridine-4-yl]methanamine